ClC=1C=C(C=C(C1)NS(=O)(=O)CC)NC(=O)C=1SC(=C(C1)C1=NC=CC=C1)C N-(3-chloro-5-(ethylsulfonamido)phenyl)-5-methyl-4-(pyridin-2-yl)thiophene-2-carboxamide